3-(2,6-difluoro-3,5-dimethoxyphenyl)-7-(1,3-dimethyl-1H-pyrazol-4-yl)-1-(1H-pyrazol-4-yl)-3,4-dihydropyrido[4,3-d]pyrimidin-2(1H)-one FC1=C(C(=C(C=C1OC)OC)F)N1C(N(C2=C(C1)C=NC(=C2)C=2C(=NN(C2)C)C)C=2C=NNC2)=O